trans-1-((4-((S)-3-(3,5-difluorophenyl)isoxazolidine-2-carbonyl)cyclohexyl)methyl)-1H-pyrazolo[4,3-b]pyridine-6-carboxamide FC=1C=C(C=C(C1)F)[C@H]1N(OCC1)C(=O)[C@@H]1CC[C@H](CC1)CN1N=CC2=NC=C(C=C21)C(=O)N